2-Amino-6-carbamoyl-6-(cyclopropylmethyl)-7-oxo-4,5,6,7-tetrahydrobenzo[b]thiophene-3-carboxylic acid NC1=C(C2=C(S1)C(C(CC2)(CC2CC2)C(N)=O)=O)C(=O)O